C(C)(C)(C)OC(=O)N(C(OC(C)(C)C)=O)C=1C2=C(N=CN1)N(C=C2C2=CC=C(C1=C2CCO1)NC(=O)NC1=NOC(=C1)C1(CC1)C(F)(F)F)C1CC1 tert-butyl (tert-butoxycarbonyl)(7-cyclopropyl-5-(7-(3-(5-(1-(trifluoromethyl)cyclopropyl)isoxazol-3-yl)ureido)-2,3-dihydrobenzofuran-4-yl)-7H-pyrrolo[2,3-d]pyrimidin-4-yl)carbamate